N,N-dimethylmethoxypropionamide CCON(C(CC)=O)OCC